7-((6-((dimethylamino)-methyl)-5-(1-methoxycyclopropyl)pyridin-2-yl)amino)-4-(7-fluoroimidazo[1,2-a]pyridin-3-yl)isoindolin-1-one CN(C)CC1=C(C=CC(=N1)NC=1C=CC(=C2CNC(C12)=O)C1=CN=C2N1C=CC(=C2)F)C2(CC2)OC